FC(C1=C(C=C(C(=O)NC=2C=NC=C(C2)C(F)(F)F)C=C1)C1CN(CC1)C=1C=NC=NC1)F 4-(difluoromethyl)-3-(1-(pyrimidin-5-yl)pyrrolidin-3-yl)-N-(5-(trifluoromethyl)pyridin-3-yl)benzamide